1-(4-methyl-3-nitro-pyrazol-1-yl)propan-2-ol CC=1C(=NN(C1)CC(C)O)[N+](=O)[O-]